1-((1-acryloyl-3-fluoroazetidin-3-yl)methyl-d2)-7-chloro-6-(2,3-dichlorophenyl)-4-(2-isopropyl-4-methylpyridin-3-yl)-1,4-dihydropyrido[2,3-b]pyrazine-2,3-dione C(C=C)(=O)N1CC(C1)(F)C(N1C2=C(N(C(C1=O)=O)C=1C(=NC=CC1C)C(C)C)N=C(C(=C2)Cl)C2=C(C(=CC=C2)Cl)Cl)([2H])[2H]